ClC1=CC(=C(C(=O)NC)C=C1)OC(F)F 4-chloro-2-(difluoromethoxy)-N-methylbenzamide